FC(OC1=CC=C(C=C1)N(C1CCN(CC1)C(=O)OC(C)(C)C)C=1C=NC=C(C1OC)F)F tert-butyl 4-((4-(difluoromethoxy)phenyl)(5-fluoro-4-methoxypyridin-3-yl)amino)piperidine-1-carboxylate